3-(2-(di-(t-butoxycarbonyl)amino)-[1,2,4]triazolo[1,5-a]pyridin-7-yl)-2-fluoro-6-trifluoromethylbenzoic acid C(C)(C)(C)OC(=O)N(C1=NN2C(C=C(C=C2)C=2C(=C(C(=O)O)C(=CC2)C(F)(F)F)F)=N1)C(=O)OC(C)(C)C